COC1=NC=CC(=C1)CN1C(S\C(\C1=O)=C/C1=C(C(=C(C=C1F)F)O)F)=O (5Z)-3-[(2-methoxypyridin-4-yl)methyl]-5-[(2,4,6-trifluoro-3-hydroxyphenyl)methylidene]-1,3-thiazolidine-2,4-dione